1,1-DIMETHYLETHYL HYDROPEROXIDE CC(C)(C)OO